ClC=1C(=C(C(=CC1)N1N=NN=C1)C=1C=CC(=[N+](C1)[O-])[C@H](C[C@H]1C(C1)(F)F)N1N=CC(=C1)C=1N=NN(C1)C(F)F)F |o1:19| (R)-5-(3-chloro-2-fluoro-6-(1H-tetrazol-1-yl)phenyl)-2-((1S*)-2-(2,2-difluorocyclopropyl)-1-(4-(1-(difluoromethyl)-1H-1,2,3-triazol-4-yl)-1H-pyrazol-1-yl)ethyl)pyridine 1-oxide